N-[2-[[4-(4-pyridinyl)piperazin-1-yl]methyl]-1H-indol-5-yl]benzamide N1=CC=C(C=C1)N1CCN(CC1)CC=1NC2=CC=C(C=C2C1)NC(C1=CC=CC=C1)=O